ClN=C=O hypochlorous acid, isocyanate